ClC1=C(C=O)C=CC(=C1)F 2-chloro-4-fluorobenzaldehyde